C(C)(C)(C)C=1C=C(C=C(C1)C(C)(C)C)C1CC(CC(C1)=O)=O 5-(3,5-di-tert-butylphenyl)-1,3-cyclohexanedione